methyl 6-((1,3-dimethylpiperidin-4-yl)amino)-5-(4-fluorobenzyl)nicotinate CN1CC(C(CC1)NC1=NC=C(C(=O)OC)C=C1CC1=CC=C(C=C1)F)C